2-((S)-1,2,3,4-tetrahydro-naphthalene-1-carbonyl)-2,7-diazaspiro[4.5]decane-6,8-dione [C@@H]1(CCCC2=CC=CC=C12)C(=O)N1CC2(CC1)C(NC(CC2)=O)=O